NCC(C1=C(C=C(C(=C1)Cl)Cl)OC)N1CCC(CC1)CO [1-[2-amino-1-(4,5-dichloro-2-methoxyphenyl)ethyl]piperidin-4-yl]methanol